C(#N)C(CC)(CC)NC(=O)C1=CC2=C(C=N1)CN(C2)C2=NOC(C2)(C(F)(F)F)C2=CC(=C(C(=C2)Cl)F)Cl N-(3-cyanopentan-3-yl)-2-(5-(3,5-dichloro-4-fluorophenyl)-5-(trifluoromethyl)-4,5-dihydroisoxazol-3-yl)-2,3-dihydro-1H-pyrrolo[3,4-c]pyridine-6-carboxamide